ClC1=CC(=NC=C1Cl)CN (4,5-dichloropyridin-2-yl)methanamine